N1N=CC(=C1)C(=O)NC1=CC=CC=C1 Z-pyrazole-4-carboxanilide